C(#N)C1=C(C=C2C=C[N+](=CC2=C1)[O-])C1=C(C=CC=C1C)F 7-Cyano-6-(2-fluoro-6-methylphenyl)isoquinoline-2-oxide